ClC=1C(=C(C(=CC1)N1N=NC(=C1)[Si](C)(C)C)C1=CC(=NC=C1)OC)F 4-(3-chloro-2-fluoro-6-(4-(trimethylsilyl)-1H-1,2,3-triazol-1-yl)phenyl)-2-methoxypyridine